(3S*,4R*)-4-(3,5-difluoro-4-methoxyphenyl)-2-oxopyrrolidine-3-carboxylic acid FC=1C=C(C=C(C1OC)F)[C@H]1[C@@H](C(NC1)=O)C(=O)O |o1:10,11|